ClC1=CC=2N(C=C1)C(=C(N2)C2=NC=1C(=NC=C(C1)C(F)(F)F)N2C)S(=O)(=O)CC 2-(7-chloro-3-ethylsulfonyl-imidazo[1,2-a]pyridin-2-yl)-3-methyl-6-(trifluoro-methyl)imidazo[4,5-b]pyridine